1-(3,5-diisopropyl-[1,1'-biphenyl]-4-yl)-2-(7-(4,4,5,5-tetramethyl-1,3,2-dioxaborolan-2-yl)dibenzo[b,d]furan-4-yl)-1H-benzo[d]imidazole C(C)(C)C=1C=C(C=C(C1N1C(=NC2=C1C=CC=C2)C2=CC=CC1=C2OC2=C1C=CC(=C2)B2OC(C(O2)(C)C)(C)C)C(C)C)C2=CC=CC=C2